4-((3-(trifluoromethyl)phenoxy)methyl)benzaldehyde FC(C=1C=C(OCC2=CC=C(C=O)C=C2)C=CC1)(F)F